ClC1=C(C#N)C=CC(=C1)N1CC2(C[C@H]1C)CCN(CC2)C2=CC=C(C=C2)C(=O)N2CCC(CC2)CN2CCC(CC2)C2=C(C=C(C=C2)NC2C(NC(CC2)=O)=O)F 2-Chloro-4-((3R)-8-(4-(4-((4-(4-((2,6-dioxo-piperidin-3-yl)amino)-2-fluorophenyl)piperidin-1-yl)methyl)piperidine-1-carbonyl)phenyl)-3-methyl-2,8-diazaspiro[4.5]decan-2-yl)benzonitrile